6-(3-Chloro-pyridin-4-yl)-8-[(piperidin-4-ylmethyl)-amino]-imidazo[1,2-a]pyrazine-2-carboxylic acid amide ClC=1C=NC=CC1C=1N=C(C=2N(C1)C=C(N2)C(=O)N)NCC2CCNCC2